2-(((2R,7aS)-2-fluorotetrahydro-1H-pyrrolizin-7a(5H)-yl)methoxy)-4-methoxy-5,6,7,8-tetrahydropyrido[3,4-d]pyrimidine F[C@@H]1C[C@@]2(CCCN2C1)COC=1N=C(C2=C(N1)CNCC2)OC